2-{[(1S,2R)-2-hydroxycyclopentylamino]methyl}-4-cyclopropyl-6-{2'-[4-(difluoromethyl)-4H-1,2,4-triazol-3-yl]-4',5-difluoro-3-biphenylyl}-1,6-dihydro-1,6-diaza-7-indenone O[C@H]1[C@H](CCC1)NCC=1NC=2C(N(C=C(C2C1)C1CC1)C=1C=C(C=C(C1)F)C1=C(C=C(C=C1)F)C1=NN=CN1C(F)F)=O